FC(C1=C(OC(=O)C2=CC=CC=C12)C1=C(C=CC=C1)OC)(F)F 4-trifluoromethyl-3-(2-methoxyphenyl)-isocoumarin